ClC=1C=CC(=C(C1)O)C1=NN=C(C=2N1C=CN2)N[C@H]2CN(CCC2)C (R)-5-chloro-2-(8-((1-methylpiperidin-3-yl)amino)imidazo[1,2-d][1,2,4]triazin-5-yl)phenol